β-(2-quinolyl)-L-alanine N1=C(C=CC2=CC=CC=C12)C[C@H](N)C(=O)O